N-methyl-N-o-tolyl-2-(2-fluoro-5-hydroxybenzoyl)-2-aza-6-spiro[3.3]heptanecarboxamide CN(C(=O)C1CC2(CN(C2)C(C2=C(C=CC(=C2)O)F)=O)C1)C1=C(C=CC=C1)C